C(CCCCCCCCCCCCC)Cl Tetradecyl chloride